NCCNCCC[Si](OC)(OC)C N-(2-Aminoethyl)-3-aminopropyl-methyl-dimethoxysilan